C(C1=CC=CC=C1)OC[C@@H](C)NC(=O)N (R)-1-(1-(benzyloxy)propan-2-yl)urea